1-(4-(5-(3-chloro-4-isopropoxyphenyl)-4,5-dihydroisoxazol-3-yl)benzyl)pyrrolidine-3-carboxylic acid methyl ester COC(=O)C1CN(CC1)CC1=CC=C(C=C1)C1=NOC(C1)C1=CC(=C(C=C1)OC(C)C)Cl